10-methyl-3,7-bis(α,α-dimethylbenzyl)-10H-phenothiazine-5,5-dioxide CN1C2=CC=C(C=C2S(C=2C=C(C=CC12)C(C1=CC=CC=C1)(C)C)(=O)=O)C(C1=CC=CC=C1)(C)C